(S)-[1-(4-CHLORO-PHENYL)-3-OXO-PROPYL]CARBAMIC ACID TERT-BUTYL ESTER C(C)(C)(C)OC(N[C@@H](CC=O)C1=CC=C(C=C1)Cl)=O